(2-(1H-indazol-1-yl)acetyl)glycylglycine N1(N=CC2=CC=CC=C12)CC(=O)NCC(=O)NCC(=O)O